CN(C(=O)C1=CC2=C(N=C(N=C2)NC2=NC=C(C=C2)N2CCN(CC2)C(CO)C)N1C1CCCC1)C 7-Cyclopentyl-2-{5-[4-(2-hydroxy-1-methylethyl)-piperazin-1-yl]-pyridin-2-ylamino}-7H-pyrrolo[2,3-d]pyrimidine-6-carboxylic acid dimethylamide